CC=1SC=C(N1)CC1=NN=CS1 5-((2-Methylthiazol-4-yl)methyl)-1,3,4-thiadiazol